Benzyl-dimethyl-hexyl-ammonium chloride [Cl-].C(C1=CC=CC=C1)[N+](CCCCCC)(C)C